19-(2-((1,2-dimethylhydrazino)methyl)-1H-indol-1-yl)-7,10,13-tris(2-methoxyethyl)-2,3-dimethyl-4,8,11,14,17-pentaoxo-3,7,10,13,16-pentaazanonadecane-1-oic acid CN(NC)CC=1N(C2=CC=CC=C2C1)CCC(NCC(N(CC(N(CC(N(CCC(N(C(C(=O)O)C)C)=O)CCOC)=O)CCOC)=O)CCOC)=O)=O